ClC1=NC=C(C(=C1)C1=C(C=NC(=C1)C)C(=O)NC=1SC2=C(N1)CN(C2)C(=O)C2=NC(=NC=C2)C(F)F)OC 2'-chloro-N-(5-(2-(difluoromethyl)pyrimidine-4-carbonyl)-5,6-dihydro-4H-pyrrolo[3,4-d]thiazol-2-yl)-5'-methoxy-6-methyl-[4,4'-bipyridine]-3-carboxamide